NC1=NN2C(C=C(C=C2)C=2C=C(C(=NC2)OC)C(=O)NCC2=C(C=CC=C2F)OC2CCCC2)=N1 5-{2-Amino-[1,2,4]triazolo[1,5-a]pyridin-7-yl}-N-{[2-(cyclopentyloxy)-6-fluorophenyl]methyl}-2-methoxypyridine-3-carboxamide